C(C1=CC=CC=C1)C=1N(C(OC1)=O)C([C@@H](CC1=CC2=C(C(=CO2)Br)C=C1)[C@@H]1CN(CC1)C(=O)OC(C)(C)C)=O tert-butyl (R)-3-((S)-1-((S)-4-benzyl-2-oxooxazoline-3-yl)-3-(3-bromobenzofuran-6-yl)-1-oxopropane-2-yl)pyrrolidine-1-carboxylate